4-chloro-6-fluoro-7-(2-fluoro-6-methoxyphenyl)-1-(3-isopropylpyrazin-2-yl)-3-nitro-1,8-naphthyridin-2(1H)-one ClC1=C(C(N(C2=NC(=C(C=C12)F)C1=C(C=CC=C1OC)F)C1=NC=CN=C1C(C)C)=O)[N+](=O)[O-]